(2S)-2-amino-3-(2-chloro-5-iodophenyl)propionic acid N[C@H](C(=O)O)CC1=C(C=CC(=C1)I)Cl